ClC=1N=CC(=NC1)SC1=CC=CC2=C1OCCN2C(=O)OC(C)(C)C tert-butyl 8-((5-chloropyrazin-2-yl)thio)-2,3-dihydro-4H-benzo[b][1,4]oxazine-4-carboxylate